(7-Chloro-1H-benzo[d]imidazol-2-yl)(5-(2-fluoroethyl)-7,8-dihydro-1,6-naphthyridin-6(5H)-yl)methanone ClC1=CC=CC2=C1NC(=N2)C(=O)N2C(C=1C=CC=NC1CC2)CCF